1-(2-methyl-4-(2,8-diazaspiro[4.5]decan-8-yl)phenyl)dihydropyrimidine-2,4(1H,3H)-dione CC1=C(C=CC(=C1)N1CCC2(CCNC2)CC1)N1C(NC(CC1)=O)=O